C(#N)C1=CC(=C(OCC2=CC=CC(=N2)OC2CCN(CC2)CC2=NC3=C(N2CC2=CN=CN2CC)C=C(C=C3)C(=O)OC)C=C1)F methyl 2-((4-((6-((4-cyano-2-fluorophenoxy)methyl)pyridin-2-yl)oxy)piperidin-1-yl)methyl)-1-((1-ethyl-1H-imidazol-5-yl)methyl)-1H-benzo[d]imidazole-6-carboxylate